heptadecan-9-yl 8-((5-(((dodecan-2-yloxy)carbonyl)oxy)pentyl)(2-hydroxyethyl)amino)octanoate CC(CCCCCCCCCC)OC(=O)OCCCCCN(CCCCCCCC(=O)OC(CCCCCCCC)CCCCCCCC)CCO